N-{[(2-benzoyl-4-fluorophenyl)carbamoyl]Methyl}carbamic acid tert-butyl ester C(C)(C)(C)OC(NCC(NC1=C(C=C(C=C1)F)C(C1=CC=CC=C1)=O)=O)=O